OC(=O)C(F)(F)F.C1(=CC=CC=C1)C(C)NS(=O)(=O)C=1C=CC(=NC1)NC(=O)[C@@H]1CNCC1 (3S)-N-(5-(N-(1-phenylethyl)sulfamoyl)pyridin-2-yl)pyrrolidine-3-carboxamide TFA salt